((2-methylfuran-3-yl)thio)morpholine-4-carbaldehyde CC=1OC=CC1SC1N(CCOC1)C=O